4-(((1R,3S)-3-amino-2,2,3-trimethylcyclopentyl)amino)-6-bromo-N'-(2-chloro-4-hydroxy-phenyl)pyrrolo[1,2-b]pyridazine-3-carboximidamide N[C@@]1(C([C@@H](CC1)NC=1C=2N(N=CC1C(N)=NC1=C(C=C(C=C1)O)Cl)C=C(C2)Br)(C)C)C